CN(CC(=O)O)CC(=O)O.C1(=CC=C(C=C1)B(O)O)C 4-tolylboronic acid methyliminodiacetate